CC1=C(C=2N(N=C1N1CC=3C=C(C=NC3CC1)NC(C1=C(C=CC=C1)C)=O)C=NN2)C N-(6-(7,8-dimethyl-[1,2,4]triazolo[4,3-b]pyridazin-6-yl)-5,6,7,8-tetrahydro-1,6-naphthyridin-3-yl)-2-methylbenzamide